ClC=1C=C(C=CC1OCCCS(=O)(=O)C)C(C)=O 1-[3-Chloro-4-(3-methanesulfonylpropoxy)phenyl]ethan-1-one